FC1(CN(CCC12CC2)C(C(C)NC(=O)C2=NOC(=N2)C2=CC(=CC=C2)F)=O)F N-[1-(8,8-difluoro-6-azaspiro[2.5]octan-6-yl)-1-oxopropan-2-yl]-5-(3-fluorophenyl)-1,2,4-oxadiazole-3-carboxamide